2-(3-chloro-3,3-difluoroprop-1-en-2-yl)naphthalene ClC(C(=C)C1=CC2=CC=CC=C2C=C1)(F)F